C[C@@H]1N(C2=CC=C3C(=C2CC1)N=C(N3C3CCC1(CNC1)CC3)[C@@H](CC3=CC=CC=C3)C)C(=O)OC methyl (S)-7-methyl-2-((R)-1-phenylpropan-2-yl)-3-(2-azaspiro[3.5]nonan-7-yl)-3,7,8,9-tetrahydro-6H-imidazo[4,5-f]quinoline-6-carboxylate